CCC(CC)NC1=NC(=NC=C1)NC1=CC2=C(B(OC2)O)C=C1 5-((4-(pentan-3-ylamino)pyrimidin-2-yl)amino)benzo[c][1,2]oxaborol-1(3H)-ol